phosphinic acid zinc salt [Zn+2].[PH2]([O-])=O.[PH2]([O-])=O